(4S)-4-ethyl-8-fluoro-4-hydroxy-11-((3-(hydroxymethyl)-1,1-dioxothiomorpholino)methyl)-9-methyl-1,12-dihydro-14H-pyrano[3',4':6,7]indolizino[1,2-b]quinoline-3,14(4H)-dione C(C)[C@]1(C(OCC=2C(N3CC=4C(=NC=5C=C(C(=CC5C4CN4C(CS(CC4)(=O)=O)CO)C)F)C3=CC21)=O)=O)O